lithium 2,2'-methylene-bis-(4,6-di-t-butylphenyl) phosphate P1(=O)(OC2=C(C=C(C=C2C(C)(C)C)C(C)(C)C)CC2=C(C(=CC(=C2)C(C)(C)C)C(C)(C)C)O1)[O-].[Li+]